P(=O)(OCCOCCOC)(OCCOCCOC)Cl bis(2-(2-methoxyethoxy) ethyl) monochlorophosphate